nonanoyloxybenzene-sulphonate C(CCCCCCCC)(=O)OC1=C(C=CC=C1)S(=O)(=O)[O-]